NC=1C=NC=CC1CCC(C(=O)O)C 4-(3-amino-4-pyridyl)-2-methyl-butanoic acid